Methyl 1-(6-bromo-7-fluoro-3-nitroquinolin-4-yl)-3-(4-methoxyphenyl)cyclobutane-1-carboxylate BrC=1C=C2C(=C(C=NC2=CC1F)[N+](=O)[O-])C1(CC(C1)C1=CC=C(C=C1)OC)C(=O)OC